NCC1=C(C=NC=C1F)NC1C(NC(CC1)=O)=O 3-((4-(Aminomethyl)-5-fluoropyridin-3-yl)amino)piperidine-2,6-dione